methyl-4-carboxybipyridyl ruthenium [Ru].CC=1C(=NC=CC1C(=O)O)C1=NC=CC=C1